ClC1=NC=CC=2[C@@H](CCC3(O[C@@H]([C@H](O3)C)C)C12)CO ((4'R,5R,5'R)-1-chloro-4',5'-dimethyl-6,7-dihydro-5H-spiro[isoquinoline-8,2'-[1,3]dioxolan]-5-yl)methanol